C(#N)C12CCC(C1)(C2)C(=O)N2C[C@H]1OC3=C([C@@H]2C1)C=NC=C3C#N (2S,5S)-4-(4-cyanobicyclo[2.1.1]hexane-1-carbonyl)-2,3,4,5-tetrahydro-2,5-methanopyrido[3,4-f][1,4]oxazepine-9-carbonitrile